2-(4-((4-(4-(4-((4-(2-(3-chloro-5-cyanophenyl)propan-2-yl)phenoxy)methyl) pyrimidin-2-yl)piperazin-1-yl)piperidin-1-yl)methyl)piperidin-1-yl)acetate ClC=1C=C(C=C(C1)C#N)C(C)(C)C1=CC=C(OCC2=NC(=NC=C2)N2CCN(CC2)C2CCN(CC2)CC2CCN(CC2)CC(=O)[O-])C=C1